ClC=1C=C(CNC2=NC=C(C=N2)C(=O)NN)C=CC1Cl 2-((3,4-Dichlorobenzyl)amino)pyrimidine-5-carbohydrazide